N1(CCC1)C(=O)N1CC2(CC2)C(C1CC=1C(=C(C=CC1)C1=CC(=CC(=C1)F)F)F)NS(=O)(=O)C N-(5-(azetidine-1-carbonyl)-6-((2,3',5'-trifluoro-[1,1'-biphenyl]-3-yl)methyl)-5-azaspiro[2.4]heptan-7-yl)methanesulfonamide